O1C(=CC=C1)C1=CC(=NO1)C(=O)NCCCCN1N=C(C=C1)OC 5-(furan-2-yl)-N-(4-(3-methoxy-1H-pyrazol-1-yl)butyl)isoxazole-3-carboxamide